O=C1N(C(C=C1)=O)CCCC(=O)N[C@@H](CCCCNC(COCCOCCOCCOCCOCCOCCOCCOCCOCCOC)=O)C(=O)N[C@@H](C)C(=O)N[C@@H](C)C(=O)N[C@@H](C)C(=O)OC(C)(C)C tert-butyl ((S)-37-(4-(2,5-dioxo-2,5-dihydro-1H-pyrrol-1-yl) butanamido)-31-oxo-2,5,8,11,14,17,20,23,26,29-decaoxa-32-azaoctatriacontan-38-oyl)-L-alanyl-L-alanyl-L-alaninate